1-(3-methyl-1-benzofuran-6-yl)-2-oxo-7-(trifluoromethyl)-1,2-dihydroquinoline-3-carboxylate CC1=COC2=C1C=CC(=C2)N2C(C(=CC1=CC=C(C=C21)C(F)(F)F)C(=O)[O-])=O